COC1=CC=C2C(=CN(C2=C1)S(=O)(=O)C)C=1SC=C(N1)C1=C(NC2=CC=C(C=C12)OC)C 2-(6-methoxy-1-(methylsulfonyl)-1H-indol-3-yl)-4-(5-methoxy-2-methyl-1H-indol-3-yl)thiazole